1-Butyl-3-methylimidazole bis(trifluoromethanesulfonyl)imide salt [N-](S(=O)(=O)C(F)(F)F)S(=O)(=O)C(F)(F)F.C(CCC)N1CN(C=C1)C